CS(=O)(=O)OCC1=C(C=C(C=C1)[N+](=O)[O-])CCOS(=O)(=O)C 2-(2-((methylsulfonyl) oxy) ethyl)-4-nitrobenzyl methanesulfonate